tetramethylphthalic acid CC=1C(=C(C(=C(C1C(=O)O)C(=O)O)C)C)C